C(C)(C)(C)OC(=O)NCCCCCCCCNCCCNC(OC(C)(C)C)=O tert-Butyl N-[3-({8-[(tert-butoxycarbonyl)amino]octyl}amino)propyl]carbamate